OCCCN1N=CC(=C1)S(=O)(=O)N 1-(3-hydroxypropyl)pyrazole-4-sulfonamide